N-[2-(Maleimido)ethyl]-3-(trimethylstannyl)benzamide C1(C=CC(N1CCNC(C1=CC(=CC=C1)[Sn](C)(C)C)=O)=O)=O